3,6-dihydroxy-2-methoxybenzoate OC=1C(=C(C(=O)[O-])C(=CC1)O)OC